NC=1C(=C(C=C(C1)F)N=S1(CCCC1)=O)OC 1-((3-amino-5-fluoro-2-methoxyphenyl)imino)tetrahydro-1H-1λ6-Thiophene 1-oxide